2'-chloro-5'-methoxy-N-(5-(2-methoxyethyl)-1,3,4-thiadiazol-2-yl)-6-methyl-(4,4'-bipyridine)-3-carboxamide ClC1=NC=C(C(=C1)C1=C(C=NC(=C1)C)C(=O)NC=1SC(=NN1)CCOC)OC